C(=CCCCC)[Si](OC)(OC)OC Alpha-Hexenyl-TrimethoxySilane